(5S)-8-[[(1R,2S,4S)-4-[(Z)-N-(1,1-dimethylethoxy)-C-phenyl-carbonimidoyl]-2-hydroxy-cyclohexyl]-methyl-amino]-5-methyl-6-oxo-1,5-naphthyridine-2,7-dicarbonitrile CC(C)(O\N=C(/C1=CC=CC=C1)\[C@@H]1C[C@@H]([C@@H](CC1)N(C1=C(C(N(C=2C=CC(=NC12)C#N)C)=O)C#N)C)O)C